(1'R,2'R)-3-bromo-5'-methyl-4-pentyl-2'-(prop-1-en-2-yl)-1',2',3',4'-tetrahydro-[1,1'-biphenyl]-2,6-diol BrC1=C(C(=C(C=C1CCCCC)O)[C@H]1[C@@H](CCC(=C1)C)C(=C)C)O